methoxy-2-phenyl-1-(3-phenylpropyl)-1H-benzo[d]Imidazole COC1=CC=CC=2N(C(=NC21)C2=CC=CC=C2)CCCC2=CC=CC=C2